N-(3,6-dimethyl-9H-xanthen-9-yl)-6-oxo-2-(trifluoromethyl)-1,6-dihydropyrimidine-5-carboxamide CC=1C=CC=2C(C3=CC=C(C=C3OC2C1)C)NC(=O)C1=CN=C(NC1=O)C(F)(F)F